(E)-2-((1-(2-cyano-3-(thiazol-2-yl)acryloyl)-1,2,3,4-tetrahydroquinolin-6-yl)oxy)acetic acid C(#N)/C(/C(=O)N1CCCC2=CC(=CC=C12)OCC(=O)O)=C\C=1SC=CN1